1-(4-(2-(4-bromophenyl)but-3-yn-2-yl)thiazol-2-yl)-3-(2-(piperazin-1-yl)ethyl)urea BrC1=CC=C(C=C1)C(C)(C#C)C=1N=C(SC1)NC(=O)NCCN1CCNCC1